CC1(CC1)NC(=O)[C@@H]1CN(CC[C@H]1NC(=O)C1=NOC(=C1)C1=C(C=C(C=C1)F)F)C1CCCCC1 (3R,4R)-1-Cyclohexyl-4-{[5-(2,4-difluoro-phenyl)-isoxazole-3-carbonyl]-amino}-piperidine-3-carboxylic acid (1-methyl-cyclopropyl)-amide